(E)-(2-chlorostyryl)(imino)(4-methoxypyridin-2-yl)-lambda6-sulfanone ClC1=C(/C=C/S(=O)(C2=NC=CC(=C2)OC)=N)C=CC=C1